C(C)OC=C[Si](C1=C2C(CC2)=CC=C1)(C)C 4-(ethoxyvinyldimethylsilyl)benzocyclobutene